(E)-1-(2,4-dimethoxyphenyl)-3-(2-methoxyphenyl)prop-2-en-1-one COC1=C(C=CC(=C1)OC)C(\C=C\C1=C(C=CC=C1)OC)=O